ethyl 2-chloro-4-[[(1S)-1-methylbut-3-enyl]amino]pyrimidine-5-carboxylate ClC1=NC=C(C(=N1)N[C@H](CC=C)C)C(=O)OCC